(2-(benzyloxy)-4,6-dihydroxyphenyl)(6-methoxy-8-((tetrahydrofuran-3-yl)amino)-3,4-dihydroisoquinolin-2(1H)-yl)methanone C(C1=CC=CC=C1)OC1=C(C(=CC(=C1)O)O)C(=O)N1CC2=C(C=C(C=C2CC1)OC)NC1COCC1